NC1=NC=NN2C1=C(C=C2C=2C=CC(=C(C(=O)N[C@@H]1CN(C[C@@H]1F)C(=O)C1CC(C1)(F)F)C2)Cl)CN2CCC(CC2)(F)F 5-{4-amino-5-[(4,4-difluoropiperidin-1-yl)methyl]pyrrolo[2,1-f][1,2,4]triazin-7-yl}-2-chloro-N-[(3R,4S)-1-(3,3-difluorocyclobutanecarbonyl)-4-fluoropyrrolidin-3-yl]benzamide